4-Methylbenzoic acid [3-(3-ethyl-4-oxo-spiro[6,8-dihydro-5H-pyrazolo[4,3-c]azepin-7,4'-tetrahydropyran]-1-yl)-2,2-dimethyl-propyl] ester C(C)C1=NN(C2=C1C(NCC1(CCOCC1)C2)=O)CC(COC(C2=CC=C(C=C2)C)=O)(C)C